ClC=1C=C2C=NC=NC2=CC1C1CCN(CC1)C1(COCC1O)C 6-chloro-7-[1-(4-hydroxy-3-methyloxolan-3-yl)piperidin-4-yl]quinazolin